NCCC[SiH](OC)OC 3-Aminopropyldimethoxysilan